NC1=NC=NN2C1=CC=C2[C@]2(O[C@H]([C@H]([C@H]2O)O)CO)C#N (2S,3R,4S,5S)-2-(4-aminopyrrolo[2,1-f][1,2,4]triazin-7-yl)-3,4-dihydroxy-5-(hydroxymethyl)tetrahydrofuran-2-carbonitrile